FC(C1=NN=C(O1)C1=CC=2N(C=C1)C=C(N2)CN(S(=O)(=O)C2CCN(CC2)C2COC2)C2=CC=CC=C2)F N-((7-(5-(difluoromethyl)-1,3,4-oxadiazol-2-yl)imidazo[1,2-a]pyridin-2-yl)methyl)-1-(oxetan-3-yl)-N-phenylpiperidine-4-sulfonamide